FC1=C(C(=O)NCCS(=O)C)C=CC(=C1)F 2,4-difluoro-N-(2-(methylsulfinyl)ethyl)benzamide